4-((S)-4-propenoyl-2-methylpiperazin-1-yl)-1-(2-chloro-6-(methylsulfonyl)phenyl)-6-fluoro-7-(2-fluoro-6-hydroxyphenyl)pyrido[2,3-d]pyrimidin-2(1H)-one C(C=C)(=O)N1C[C@@H](N(CC1)C=1C2=C(N(C(N1)=O)C1=C(C=CC=C1S(=O)(=O)C)Cl)N=C(C(=C2)F)C2=C(C=CC=C2O)F)C